[C@@H]1([C@@H](O)[C@H](O)[C@H](O)[C@@H](O1)C)OCCNC(CN(CC(NCCCCCC(NCCNC([C@H](CCC(=O)OCC1=CC=CC=C1)NC(CCCCCCCCCCCCCCCC)=O)=O)=O)=O)CC(=O)NCCO[C@H]1[C@@H](O)[C@H](O)[C@H](O)[C@@H](O1)C)=O benzyl (S)-1-[(α-L-fucopyranosyl)oxy]-6-[2-({2-[(α-L-fucopyranosyl)oxy]ethyl}amino)-2-oxoethyl]-21-heptadecanamido-4,8,15,20-tetraoxo-3,6,9,16,19-pentaazatetracosan-24-oate